N1=CC(=CC=C1)C(CC1=CC=C(C=C1)C)=O 1-(3-pyridyl)-2-(p-tolyl)ethanone